bis(tribromoneopentyl) phenyl phosphate P(=O)(OC(C(CBr)(C)C)(Br)Br)(OC(C(CBr)(C)C)(Br)Br)OC1=CC=CC=C1